ONC(=O)C1=CC2=C(CN([C@@H](CO2)C2=CC=CC3=CC=CC=C23)C(=O)C2CCOCC2)C=C1 (R)-N-hydroxy-3-(naphthalen-1-yl)-4-(tetrahydro-2H-pyran-4-carbonyl)-2,3,4,5-tetrahydrobenzo[f][1,4]oxazepine-8-carboxamide